3,3-dibutyl-8-hydroxy-5-phenyl-2,3,4,5-tetrahydro-1,5-benzothiazepine 1,1-dioxide C(CCC)C1(CS(C2=C(N(C1)C1=CC=CC=C1)C=CC(=C2)O)(=O)=O)CCCC